C(C1=CC=CC=C1)OC(=O)N1C[C@@H](N(CC1)CCC1(CCNCC1)F)C (3S)-4-[2-(4-fluoro-4-piperidinyl)ethyl]-3-methyl-piperazine-1-carboxylic acid benzyl ester